OC1=CC=C(C=C1)C(\C=C\C1=CC(=C(C=C1)OC)COC1=C(C=CC(=C1)C)[N+](=O)[O-])=O (E)-1-(4-Hydroxyphenyl)-3-[4-methoxy-3-[(5-methyl-2-nitrophenoxy)methyl]phenyl]prop-2-en-1-one